ClC=1C=CC(=C(C1)[C@H]1CC=2N(C(NC2C)=S)C1)F (R)-6-(5-chloro-2-fluorophenyl)-1-methyl-2,5,6,7-tetrahydro-3H-pyrrolo[1,2-c]imidazole-3-thione